CC1=CN=C(N1)C1CCN(CC1)C(=O)C1=CC=C2C(=CNC2=C1)C1=CC=CC=C1 (4-(5-methyl-1H-imidazol-2-yl)piperidin-1-yl)(3-phenyl-1H-indol-6-yl)methanone